6-chloro-7-fluoro-1-(4-fluoro-2-isopropylphenyl)-3-(6-methoxy-2-methylpyridin-3-yl)-2,3-dihydroquinazolin-4(1H)-one ClC=1C=C2C(N(CN(C2=CC1F)C1=C(C=C(C=C1)F)C(C)C)C=1C(=NC(=CC1)OC)C)=O